C1=CCC1.[O] oxygen cyclobut-1-ene